propylcarbodiimide hydrochloride Cl.C(CC)N=C=N